C(C)C1=NC=CC(=N1)N1CC2C(C3=NC(=CC=C13)C1(CC1)NC(C1=CC=C(C=C1)F)=O)C2 N-(1-(5-(2-ethylpyrimidin-4-yl)-6,6a,7,7a-tetrahydro-5H-cyclopropa[c][1,5]naphthyridin-2-yl)cyclopropyl)-4-fluorobenzamide